OCCN1C(CN(CC1(C)C)O)(C)C 1-(2-hydroxyethyl)-4-hydroxy-2,2,6,6-tetramethylpiperazine